benzyl (2S,4S)-2-(6-fluoro-1H-indole-3-carbonyl)-4-hydroxypyrrolidine-1-carboxylate FC1=CC=C2C(=CNC2=C1)C(=O)[C@H]1N(C[C@H](C1)O)C(=O)OCC1=CC=CC=C1